N'-Hydroxy-3-((4-methoxybenzyl)oxy)-5-((5-(5-(trifluoromethyl)pyridin-2-yl)oxazol-2-yl)amino)-picolinimidamide ON=C(C1=NC=C(C=C1OCC1=CC=C(C=C1)OC)NC=1OC(=CN1)C1=NC=C(C=C1)C(F)(F)F)N